ClC1=CC=C(C=C1)[C@H](C)N1[C@@]2(CCN(C2)C2=NC=CC=C2)C(N(CC1=O)C(C)C)=O (R)-6-((S)-1-(4-chlorophenyl)ethyl)-9-isopropyl-2-(pyridin-2-yl)-2,6,9-triazaspiro[4.5]decane-7,10-dione